2-[[6-chloro-3-[(4,4-difluorocyclohexyl)sulfamoyl]-4-quinolyl]amino]benzoic acid ClC=1C=C2C(=C(C=NC2=CC1)S(NC1CCC(CC1)(F)F)(=O)=O)NC1=C(C(=O)O)C=CC=C1